(2R)-2-(6-{5-chloro-2-[(3-methyl-1,2-oxazol-5-yl)amino]pyrimidin-4-yl}-1-oxo-2,3-dihydro-1H-isoindol-2-yl)-N-[(1R)-1-[6-(4-methylpiperazin-1-yl)pyridin-2-yl]ethyl]propanamide ClC=1C(=NC(=NC1)NC1=CC(=NO1)C)C1=CC=C2CN(C(C2=C1)=O)[C@@H](C(=O)N[C@H](C)C1=NC(=CC=C1)N1CCN(CC1)C)C